geranyl formate (Geranyl formate) C(\C=C(/C)\CCC=C(C)C)C(=O)O.C(=O)OC\C=C(/C)\CCC=C(C)C